zinc sodium water O.[Na].[Zn]